selenium phenyl diethyl phosphate P(=O)(OC1=CC=CC=C1)(OCC)OCC.[Se]